ClC1=CC=C(C=C1)NC1=NC=NC(=C1)C=1C=NN(C1)CC1=CC(=CC=C1)OC (p-chlorophenyl)-6-{1-[(m-methoxyphenyl)methyl]-1H-pyrazol-4-yl}-4-pyrimidinylamine